N1(N=CC=C1)CC1=C(C=C(C(=O)NS(=O)(=O)C=2C=C3CCCC3=CC2OC)C=C1)OC 4-((1H-pyrazol-1-yl)methyl)-3-methoxy-N-((6-methoxy-2,3-dihydro-1H-inden-5-yl)sulfonyl)benzamide